C(C1=CC=CC=C1)N1N=C(C=C1NC(=O)C1=CSC=2CN(CCC21)C(=O)C2=CN=C1N2C=CC=C1)C(C)(C)C N-(1-Benzyl-3-(tert-butyl)-1H-pyrazol-5-yl)-6-(imidazo[1,2-a]pyridin-3-carbonyl)-4,5,6,7-tetrahydrothieno[2,3-c]pyridin-3-carboxamid